3-azido-2-((3-chlorophenyl)seleno)-N-(2-cyanophenyl)-2-methylpropanamide N(=[N+]=[N-])CC(C(=O)NC1=C(C=CC=C1)C#N)(C)[Se]C1=CC(=CC=C1)Cl